3-[4-(Chloromethyl)-3-methyl-2-oxo-1,3-benzodiazol-1-yl]piperidine-2,6-dione ClCC1=CC=CC=2N(C(N(C21)C)=O)C2C(NC(CC2)=O)=O